2-[(3-Aminopropylamino)methyl]-N-[4-[4-[6-chloro-4-(trifluoromethyl)-2-pyridyl]piperazin-1-yl]sulfonylphenyl]benzamide NCCCNCC1=C(C(=O)NC2=CC=C(C=C2)S(=O)(=O)N2CCN(CC2)C2=NC(=CC(=C2)C(F)(F)F)Cl)C=CC=C1